CC(=CCCC(C)(O)C1=CCC(CC1)C)C 6-methyl-2-[(1R)-4-methylcyclohex-en-1-yl]hept-5-en-2-ol